C5-chloro-7-methyl-3-(oxetan-3-yl)-3H-imidazo[4,5-b]pyridine ClC1=CC(=C2C(=N1)N(C=N2)C2COC2)C